4-fluorobenzothiophene FC1=CC=CC2=C1C=CS2